C1(C=CC=CC1)=O Cyclohexadien-1-one